fumaric acid distearyl ester C(CCCCCCCCCCCCCCCCC)OC(\C=C\C(=O)OCCCCCCCCCCCCCCCCCC)=O